N(=C=O)CC1C(CCCC1)C1CCC(CC1)CN=C=O 2,4'-bis(isocyanatomethyl)bicyclohexane